CS(=O)(C)=NC=1C=CC(=C(C1)C=1C2=C(C(N(C1)C)=O)NC(=C2)C(=O)NCC)OC2=C(C=C(C=C2C)F)C 4-{5-{[dimethyl(oxo)-λ6-sulfanylidene]amino}-2-(4-fluoro-2,6-dimethylphenoxy)phenyl}-N-ethyl-6-methyl-7-oxo-6,7-dihydro-1H-pyrrolo[2,3-c]pyridine-2-carboxamide